ClC=1C=C(C=C(C1OC=1C=C2CCN(C(C2=CC1)=O)CC=1C=NC=CC1)Cl)N1N=C(C(NC1=O)=O)C(=O)O 2-(3,5-dichloro-4-((2-(pyridin-3-ylmethyl)-1-oxo-1,2,3,4-tetrahydroisoquinolin-6-yl)oxy)phenyl)-3,5-dioxo-2,3,4,5-tetrahydro-1,2,4-triazine-6-carboxylic acid